(3S)-3-ethyl-aminobutyric acid C(C)[C@@H](C(C(=O)O)N)C